ClC=1C=C(C(=NC1)OC)S(=O)(=O)NC=1C(=C(C(=CC1)F)C=1C(N(C=2N(C1)C=NC2C(=O)NC)C)=O)F 3-[3-(5-Chloro-2-methoxypyridine-3-sulfonamido)-2,6-difluorophenyl]-N,1-dimethyl-2-oxoimidazo[1,5-a]pyrimidine-8-carboxamide